C[C@H]1OC=2C=CN=C3N(C(N(C=4C=CC=5C(C=CN([C@H](CC1)C)C5N4)=O)C32)=O)COCC[Si](C)(C)C (11R,14S)-11,14-dimethyl-4-(2-trimethylsilylethoxymethyl)-10-oxa-2,4,6,15,22-pentazapentacyclo[13.6.2.12,5.019,23.09,24]tetracosa-1(22),5,7,9(24),16,19(23),20-heptaene-3,18-dione